5-bromo-2-(oxiran-2-ylmethoxy)benzaldehyde BrC=1C=CC(=C(C=O)C1)OCC1OC1